5-((7-(tert-butoxycarbonyl)-2,7-diazaspiro[3.5]non-2-yl)methyl)-2-(trifluoromethyl)benzoic acid C(C)(C)(C)OC(=O)N1CCC2(CN(C2)CC=2C=CC(=C(C(=O)O)C2)C(F)(F)F)CC1